C(CCCCCC=O)=O pimelaldehyde